Pyrrolidonecarboxylic acid menthyl ester C1(CC(C(CC1)C(C)C)OC(=O)N1C(CCC1)=O)C